NC1CC(NCC1)=O 4-amino-piperidin-2-one